1-[(2R,4S)-4-(4-Amino-3-{2-[6-chloro-1-(difluoromethyl)-2-methyl-1,3-benzodiazol-5-yl]ethynyl}pyrazolo[4,3-c]pyridin-1-yl)-2-(methoxymethyl)pyrrolidin-1-yl]prop-2-en-1-one NC1=NC=CC2=C1C(=NN2[C@H]2C[C@@H](N(C2)C(C=C)=O)COC)C#CC2=CC1=C(N(C(=N1)C)C(F)F)C=C2Cl